C(C1=CC=CC=C1)SC1=CC(=C(NC=2N=CC3=C(N2)N(C(C32CC2)=O)C2CCCC2)C=C1)C 2'-(4-Benzylsulfanyl-2-methyl-anilino)-7'-cyclopentyl-spiro[cyclopropane-1,5'-pyrrolo[2,3-d]pyrimidine]-6'-one